C(C1=CC=CC=C1)OC(=O)NCC(=O)NC1(CC1)C(=O)O 1-(2-[[(benzyloxy)carbonyl]amino]acetamido)cyclopropane-1-carboxylic acid